COC(C(OC)OC1=NN(C(=C1Cl)C=1C=NC(=CC1)F)C1=NC=CC=C1S(=O)C)=O Methyl-({4-chloro-5-(6-fluoropyridin-3-yl)-1-[3-(methylsulfinyl)-pyridin-2-yl]-1H-pyrazol-3-yl}oxy)(methoxy)acetat